3-hydroxy-4-methylproline OC1[C@H](NCC1C)C(=O)O